tetradec-2-yn-1-ol C(C#CCCCCCCCCCCC)O